2-fluoro-N-(5-(6-fluoro-5-methyl-7-(methylthio)-1H-indazol-4-yl)thiazolo[5,4-b]pyridin-2-yl)cyclopropane-1-carboxamide FC1C(C1)C(=O)NC=1SC2=NC(=CC=C2N1)C1=C2C=NNC2=C(C(=C1C)F)SC